7-bromo-3-chlorobenzo[d]isoxazole BrC1=CC=CC=2C(=NOC21)Cl